C(C)(C)(C)C=1C=C(CN(C([C@@H](CC(C)C)N(S(=O)(=O)C2=C(C(=C(C(=C2F)F)F)F)F)CC2=CC=C(C=C2)Cl)=O)C2=CC(=C(C(=O)O)C=C2)O)C=C(C1)C1CC1 (R)-4-(N-(3-(tert-butyl)-5-cyclopropylbenzyl)-2-(N-(4-chlorobenzyl)-(2,3,4,5,6-pentafluorophenyl)sulfonamido)-4-methylpentanamido)-2-hydroxybenzoic acid